(S and R)-3-[({2-[(6-methoxy-2-methyl-1,2,3,4-tetrahydroisoquinolin-7-yl)amino]quinazolin-7-yl}amino)methyl]-1lambda~6~-thiolane-1,1-dione COC=1C=C2CCN(CC2=CC1NC1=NC2=CC(=CC=C2C=N1)NC[C@H]1CS(CC1)(=O)=O)C |r|